ClC1=CC2=C(S1)[C@@]1(C[C@@H](N(CC1)CC1=NN3C(C(=NC(=C3)C)Cl)=C1)C)OCC2O (2'S,7R)-2-chloro-1'-[(4-chloro-6-methyl-pyrazolo[1,5-a]pyrazin-2-yl)methyl]-2'-methyl-spiro[4,5-dihydrothieno[2,3-c]pyran-7,4'-piperidine]-4-ol